2-(3-Acrylamido-4-dimethylaminophenylamino)-4-(1-methylindol-3-yl)pyrazolo[1,5-a][1,3,5]triazine C(C=C)(=O)NC=1C=C(C=CC1N(C)C)NC1=NC=2N(C(=N1)C1=CN(C3=CC=CC=C13)C)N=CC2